C(CC(=C)C)OP([O-])(=O)OP(=O)([O-])[O-] isopentenyl-diphosphate